methyl (S)-2,3-diaminopropanoate N[C@H](C(=O)OC)CN